(S)-4-(4-((4-(3-((tert-Butoxycarbonyl)amino)piperidin-1-yl)-5-(1-(difluoromethyl)-1H-pyrazol-4-yl)pyridin-2-yl)amino)pyrimidin-2-yl)-3-fluoro-5-methoxybenzoic acid C(C)(C)(C)OC(=O)N[C@@H]1CN(CCC1)C1=CC(=NC=C1C=1C=NN(C1)C(F)F)NC1=NC(=NC=C1)C1=C(C=C(C(=O)O)C=C1OC)F